10λ6-thia-6,11,13,25-tetraazapentacyclo[12.9.1.16,9.015,19.021,24]pentacosa-7,9(25),14,19,21(24)-pentaene-10,10,12-trione C12CCCCN3C=CC(S(NC(NC4=C5CCCC5=CC(CC1)=C24)=O)(=O)=O)=N3